di-tert-butyl 1,2,5-triazepane-1,2-dicarboxylate N1(N(CCNCC1)C(=O)OC(C)(C)C)C(=O)OC(C)(C)C